C1(CC1)CN1C(=CC2=CC=C(C=C12)C=1C=NNC1)C1=NN2C(C=CC(=C2)C(=O)N2C3CCC(C2)[C@H]3N)=C1C (7R)-2-{2-[1-(Cyclopropylmethyl)-6-(1H-pyrazol-4-yl)-1H-indol-2-yl]-3-methylpyrazolo[1,5-a]pyridine-6-carbonyl}-2-azabicyclo[2.2.1]heptan-7-amine